C1(CC1)C([C@@H](C(=O)NC1=NC=CC(=C1)[C@@H](COC)N1C(N[C@@H](C1)C(F)(F)F)=O)NC(=O)C1=CC=NN1C)C1CC1 N-((S)-1,1-dicyclopropyl-3-((4-((S)-2-methoxy-1-((S)-2-oxo-4-(trifluoromethyl)imidazolidin-1-yl)ethyl)pyridin-2-yl)amino)-3-oxopropan-2-yl)-1-methyl-1H-pyrazole-5-carboxamide